BrC=1C(=NC(=NC1)NC=1C(=NC(=CC1)N1CCOCC1)OC)NC1=C(C=C(C=C1)F)NS(=O)(=O)C N-(2-((5-bromo-2-((2-methoxy-6-morpholinopyridin-3-yl)amino)pyrimidin-4-yl)amino)-5-fluorophenyl)methanesulfonamide